bis(2-hexyldecyl) 3,3'-((4-(4-methyl piperazin-1-yl)butyl)azanediyl)dipropionate CN1CCN(CC1)CCCCN(CCC(=O)OCC(CCCCCCCC)CCCCCC)CCC(=O)OCC(CCCCCCCC)CCCCCC